C(C1=CC=CC=C1)OC(=O)N1CCC=2C3=C(C=[N+](C2C1)[O-])N=C(N3CC3(COC(OC3)(C)C)C)CCCC 7-((benzyloxy)carbonyl)-2-butyl-1-((2,2,5-trimethyl-1,3-dioxan-5-yl)methyl)-6,7,8,9-tetrahydro-1H-imidazo[4,5-c][1,7]naphthyridine 5-oxide